COC1=CC=C(C=C1)CNC(=O)N1CC=2CN(CC2C1)S(=O)(=O)C=1C=NC=CC1 N-[(4-methoxyphenyl)methyl]-5-(pyridine-3-sulfonyl)-1H,2H,3H,4H,5H,6H-pyrrolo[3,4-c]pyrrole-2-carboxamide